COC(=C)[Si](C)(C)C (1-methoxyvinyl)-trimethylsilane